2-(4-(2-(tert-butoxycarbonyl)isoindolin-1-yl)phenoxy)acetic acid C(C)(C)(C)OC(=O)N1C(C2=CC=CC=C2C1)C1=CC=C(OCC(=O)O)C=C1